pyrimidin-2-yl-amine N1=C(N=CC=C1)N